FC1=C2C(=NC(=NC2=CC=C1)C(F)(F)F)O 5-fluoro-2-(trifluoromethyl)quinazolin-4-ol